OCC1CCN(CC1)C1=CC=CC=2N(C(N(C21)C)=O)C2C(NC(CC2)=O)=O 3-[4-[4-(hydroxymethyl)-1-piperidyl]-3-methyl-2-oxo-benzimidazol-1-yl]piperidine-2,6-dione